ClC=1C=C(C=C(C1)[N+](=O)[O-])NC1=C(C=C(C=C1)F)F (3-chloro-5-nitrophenyl)-2,4-difluoroaniline